C(#C)C1=C2C(=CC(=CC2=CC=C1F)O)C1=C(C=2N=C(N=C(C2C(=N1)OC)N1CCOCCC1)OC[C@]12CCCN2C[C@@H](C1)F)F 5-ethynyl-6-fluoro-4-(8-fluoro-2-(((2R,7aS)-2-fluorotetrahydro-1H-pyrrolizin-7a(5H)-yl)methoxy)-5-methoxy-4-(1,4-oxazepan-4-yl)pyrido[4,3-d]pyrimidin-7-yl)naphthalen-2-ol